tert-butyl (1-oxaspiro[2.5]octan-6-yl)carbamate O1CC12CCC(CC2)NC(OC(C)(C)C)=O